nonanoic acid-2-butyloctyl ester C(CCC)C(COC(CCCCCCCC)=O)CCCCCC